3-(3-(3-((tert-butyldimethylsilyl)oxy)propoxy)-5-methyl-4-nitro-1H-pyrazol-1-yl)-2-methylpyridine [Si](C)(C)(C(C)(C)C)OCCCOC1=NN(C(=C1[N+](=O)[O-])C)C=1C(=NC=CC1)C